OCC1CN(C=2C=CC(NC2C1)=O)C1=CC=C(C=C1)C(F)(F)F 7-(hydroxymethyl)-5-(4-(trifluoromethyl)phenyl)-5,6,7,8-tetrahydro-1,5-naphthyridin-2(1H)-one